NC=1C2=C(N=CN1)N(C(=C2C2=CC=C(C=C2)CN2N=C(C=C2C)C)C2=CC=C(C=C2)NC(C=C)=O)C N-(4-(4-amino-5-(4-((3,5-dimethyl-1H-pyrazol-1-yl)methyl)phenyl)-7-methyl-7H-pyrrolo[2,3-d]pyrimidin-6-yl)phenyl)acrylamide